N-{8,9-dimethoxy-1H,2H,4H,5H-oxepino[4,5-b]quinolin-11-yl}piperidin-4-amine COC=1C(=CC=2C(=C3C(=NC2C1)CCOCC3)NC3CCNCC3)OC